(S)-p-chlorophenyl-2-pyridylmethanol ClC1=CC(=NC=C1)[C@@H](O)C1=CC=CC=C1